sulfur phosphorus chromium lithium [Li].[Cr].[P].[S]